methyl (4-(5-(5-(morpholin-4-yl)-1-oxo-1,3-dihydro-2H-isoindol-2-yl)-1H-benzimidazol-2-yl)phenoxy)acetate N1(CCOCC1)C=1C=C2CN(C(C2=CC1)=O)C1=CC2=C(NC(=N2)C2=CC=C(OCC(=O)OC)C=C2)C=C1